CN(CCS(=O)(=O)C1=C(C(=C(C=C1CCCCC)O)C1CCCC(=C1)C)O)C 3-((2-(dimethylamino)ethyl)sulfonyl)-5'-methyl-4-pentyl-1',2',3',4'-tetrahydro-[1,1'-biphenyl]-2,6-diol